3-[[3-(aminomethyl)-2-fluoro-phenyl]methyl]-7-[(3-fluoro-2-pyridyl)oxy]-4-methyl-chromen-2-one NCC=1C(=C(C=CC1)CC=1C(OC2=CC(=CC=C2C1C)OC1=NC=CC=C1F)=O)F